ClC=1C(=C(CN2[C@H](CC(CC2)(C(=O)O)CC2=NC(=CC=C2F)NC2=NNC(=C2)C)CC)C=CC1)F (2S)-1-(3-chloro-2-fluorobenzyl)-2-ethyl-4-((3-fluoro-6-((5-methyl-1H-pyrazol-3-yl)amino)pyridin-2-yl)methyl)piperidine-4-carboxylic acid